ClC=1C(=NC(=NC1)NC1=C(C=C(C(=O)NC2=CC(=CC=C2)OC(F)F)C=C1)OC)C=1C=NN(C1)C(C)C 4-((5-chloro-4-(1-isopropyl-1H-pyrazol-4-yl)pyrimidin-2-yl)amino)-N-(3-(difluoromethoxy)phenyl)-3-methoxybenzamide